O=C1NC(CC[C@H]1C1=C(C=C(OC2CN(C2)C(=O)OC(C)(C)C)C=C1F)F)=O tert-butyl (S)-3-(4-(2,6-dioxopiperidin-3-yl)-3,5-difluorophenoxy)azetidine-1-carboxylate